NC=1C(=NC=C(N1)N1CCC2([C@@H]([C@@H](OC2)C)N)CC1)SC1=CC(=NC=C1)N1CCN(CC1)CC1=CC=C(N=N1)N1C(NC(CC1)=O)=O 1-(6-((4-(4-((3-amino-5-((3S,4S)-4-amino-3-methyl-2-oxa-8-azaspiro[4.5]decan-8-yl)pyrazin-2-yl)thio)pyridin-2-yl)piperazin-1-yl)methyl)pyridazin-3-yl)dihydropyrimidine-2,4(1H,3H)-dione